ClC1=C2C(=NC=C1)NCC2(CC(F)F)C=2C=C(C=CC2)N2C(CN(CC2)CCCN2CCN(CC2)C2=C1C(N(C(C1=CC(=C2)F)=O)C2C(NC(CC2)=O)=O)=O)=O {4-[3-(4-{3-[4-chloro-3-(2,2-difluoroethyl)-1H-pyrrolo[2,3-b]pyridin-3-yl]phenyl}-3-oxopiperazin-1-yl)propyl]piperazin-1-yl}-2-(2,6-dioxopiperidin-3-yl)-6-fluoroisoindole-1,3-dione